C(N)(=O)C=1C=C(C(=O)O)C=CC1C(NC=1SC(=C(C1C#N)C1=CC=CC=C1)C1=CC=CC=C1)=O 3-carbamoyl-4-[(3-cyano-4,5-diphenylthiophen-2-yl)carbamoyl]benzoic acid